BrC=1C=C2C(=NC1)C(=NN2CC(=O)O)C 2-(6-bromo-3-methyl-1H-pyrazolo[4,3-b]pyridin-1-yl)acetic acid